BrC=1C(=CC(=C(C[C@]2(C[C@H](CC2)NS(=O)(=O)CC)C(=O)OC)C1)F)F methyl (1R,3S)-1-(5-bromo-2,4-difluorobenzyl)-3-(ethylsulfonamido)cyclopentane-1-carboxylate